2-chloro-1,3-benzothiazole ClC=1SC2=C(N1)C=CC=C2